FC1=CC(=CC2=C1C(=NO2)C2C(NC(CC2)=O)=O)C=2C=NN(C2)CC2=NC=C(C=N2)N2CCOCC2 3-(4-fluoro-6-(1-((5-morpholinopyrimidin-2-yl)methyl)-1H-pyrazol-4-yl)benzo[d]isoxazol-3-yl)piperidine-2,6-dione